2-Oxo-5-(4-(quinolin-7-ylmethoxy)phenyl)-6-(trifluoromethyl)-1,2-dihydropyridine-3-carboxamide O=C1NC(=C(C=C1C(=O)N)C1=CC=C(C=C1)OCC1=CC=C2C=CC=NC2=C1)C(F)(F)F